FC1(CC(C1)NC(=O)C1=CC=C(C(=N1)F)C=1CCNCC1)F N-(3,3-difluorocyclobutyl)-2-fluoro-1',2',3',6'-tetrahydro-[3,4'-bipyridine]-6-carboxamide